BrC1(CC(C=CC1)(I)Br)I 2,6-dibromo-2,6-diiodobenzene